ClC=1C(=CC2=C(C[C@](O2)(C2=CC=CC=C2)[C@H]2N(CCC2)C(=O)OC(C)(C)C)C1C1=C(C(=CC=C1C(=O)OC)OCCO)F)F Tert-butyl (S)-2-((2S,4S)-5-chloro-6-fluoro-4-(2-fluoro-3-(2-hydroxyethoxy)-6-(methoxycarbonyl)phenyl)-2-phenyl-2,3-dihydrobenzofuran-2-yl)pyrrolidine-1-carboxylate